N-(5-chloropyridin-2-yl)-4-propoxypyrrolidine-2-carboxamide ClC=1C=CC(=NC1)NC(=O)C1NCC(C1)OCCC